N-[4-(2,6-dimethylphenyl)-6-(4-piperazin-1-ylphenoxy)pyrimidin-2-yl]-1-methyl-pyrazole-4-sulfonamide CC1=C(C(=CC=C1)C)C1=NC(=NC(=C1)OC1=CC=C(C=C1)N1CCNCC1)NS(=O)(=O)C=1C=NN(C1)C